FC=1C(=CC=C2C=C(C=NC12)N1CCOCC1)CN1C[C@H]([C@@H](C1)COC)OC=1C=C2CN(C(C2=CC1)=O)[C@@H]1C(NC(CC1)=O)=O (3S)-3-(5-{[(3S,4S)-1-{[8-fluoro-3-(morpholin-4-yl)quinolin-7-yl]methyl}-4-(methoxymethyl)pyrrolidin-3-yl]oxy}-1-oxo-2,3-dihydro-1H-isoindol-2-yl)piperidine-2,6-dione